N(=[N+]=[N-])[C@H]1[C@@H]([C@H](CCC1)N1N=C(N=C1)Br)O (1R,2R,6S)-2-azido-6-(3-bromo-1H-1,2,4-triazol-1-yl)cyclohexanol